(S)-2-((2S,3R)-3-amino-4-(2-fluorophenyl)-2-hydroxybutanamido)-2-(3-(trifluoromethoxy)phenyl)acetic acid N[C@@H]([C@@H](C(=O)N[C@H](C(=O)O)C1=CC(=CC=C1)OC(F)(F)F)O)CC1=C(C=CC=C1)F